C1(CCC1)N1N=CC=2C1=NC(=NC2)C(=O)OC methyl 1-cyclobutyl-1H-pyrazolo[3,4-d]pyrimidine-6-carboxylate